6-(4-Bromo-2-chloro-phenylamino)-7-fluoro-3-(tetrahydrofuran-2-ylmethyl)-3H-benzoimidazole-5-carboxylic acid (2-hydroxy-ethoxy)-amide OCCONC(=O)C1=CC2=C(N=CN2CC2OCCC2)C(=C1NC1=C(C=C(C=C1)Br)Cl)F